2-(6-{2-[(4-Chloro-2-fluorobenzyl)oxy]-5-fluoropyrimidin-4-yl}-6-azaspiro[2.5]oct-1-yl)-1-(1,3-oxazol-2-ylmethyl)-1H-benzimidazol ClC1=CC(=C(COC2=NC=C(C(=N2)N2CCC3(CC3C3=NC4=C(N3CC=3OC=CN3)C=CC=C4)CC2)F)C=C1)F